ClC=1N=C2N(N=C(C=C2C)Cl)C1 2,6-dichloro-8-methyl-imidazo[1,2-b]pyridazine